Tris-(2-methyl-4-hydroxy-5-tert.-butylphenyl)butan CC1=C(C=C(C(=C1)O)C(C)(C)C)C(CCC)(C1=C(C=C(C(=C1)C(C)(C)C)O)C)C1=C(C=C(C(=C1)C(C)(C)C)O)C